FC=1C=C(CC2=CC(=NO2)C(=O)NCCC2=CNC3=CC=C(C=C23)F)C=C(C1)F 5-(3,5-difluorobenzyl)-N-(2-(5-fluoro-1H-indol-3-yl)ethyl)isoxazole-3-carboxamide